S(=S)(=O)(OC1=CC=C(C=C1)Cl)OC1=CC=C(C=C1)Cl bis(4-chlorophenyl) thiosulphate